trivinyl-ethylene glycol diallyl ether C(C=C)OC(C(C=C)OCC=C)(C=C)C=C